C1(CC1)OC1=C(C(=NC=C1)OC)C1=CNC2=NC(=CC=C21)NC(=O)NCC(CN(C)C)F 1-[3-(4-cyclopropoxy-2-methoxypyridin-3-yl)-1H-pyrrolo[2,3-b]pyridin-6-yl]-3-[3-(dimethylamino)-2-fluoropropyl]urea